5-[2-(propan-2-yl)-5H,6H,7H,8H-pyrido[3,4-d]pyrimidine-7-carbonyl]furo[2,3-d]pyrimidin-4-amine CC(C)C=1N=CC2=C(N1)CN(CC2)C(=O)C2=COC=1N=CN=C(C12)N